5-fluoro-3-(3-{4-[(3S)-3-fluoropyrrolidine-1-carbonyl]phenyl}-1,2-oxazol-5-yl)-6-(2-methoxyethoxy)-1H-indazole FC=1C=C2C(=NNC2=CC1OCCOC)C1=CC(=NO1)C1=CC=C(C=C1)C(=O)N1C[C@H](CC1)F